5-bromo-N-[(2RS)-1-chloro-3-(2,4-dimethylphenyl)propan-2-yl]-N'-hydroxy-2-methylpyrimidine-4-carboximidamide BrC=1C(=NC(=NC1)C)C(N[C@@H](CCl)CC1=C(C=C(C=C1)C)C)=NO |r|